Quinoline-8-boronic acid pinacol ester N1=CC=CC2=CC=CC(=C12)B1OC(C)(C)C(C)(C)O1